BrC=1C=C(C=C(C1)F)N1CCN(CC1)S(=O)(=O)C1COC1 1-(3-bromo-5-fluorophenyl)-4-(oxetan-3-ylsulfonyl)piperazine